ClC=1C=C(C=CC1)S(=O)(=O)C1=C(C=O)C(=CC=C1)N1CCNCC1 2-((3-chlorophenyl)sulfonyl)-6-(piperazin-1-yl)benzaldehyde